NC1=C(C=C(N=N1)C1=C(C=CC=C1)O)OC1CN(CCC1)C1=CC=C(C=C1)N1CCNCC1 2-(6-amino-5-((1-(4-(piperazin-1-yl)phenyl)piperidin-3-yl)oxy)pyridazin-3-yl)phenol